ClC1=C(C=CC=C1C1=C(C(=NC=C1)C=1C=C(C=2N(C1)C=C(N2)CN2CCOCC2)OC)Cl)C2=CC=C(C(=N2)OC)CNC2CCN(CC2)C(C)=O 1-(4-(((6-(2-Chloro-3-(3-chloro-2-(8-methoxy-2-(morpholinomethyl)imidazo[1,2-a]pyridin-6-yl)pyridin-4-yl)phenyl)-2-methoxypyridin-3-yl)methyl)amino)piperidin-1-yl)ethan-1-one